C(C)(=O)NC(\C=C/C(=O)N)=O N-acetyl-maleamide